propoxyimidazo[1,2-a]pyrazine-6-carboxylic acid C(CC)OC=1N=C2N(C=C(N=C2)C(=O)O)C1